C1=CC(=CC=C1C(C2=CC=C(C=C2)O)C(C3=CC=C(C=C3)O)C4=CC=C(C=C4)O)O 1,1,2,2-tetrakis(p-hydroxyphenyl)ethane